FC=1C(=C(C=CC1F)[C@H]1[C@@H](O[C@@]([C@@H]1C)(C(F)(F)F)C)C(=O)NC1=CC(=NC=C1)C(=O)N)OC(C)C (2R,3S,4R,5S)-4-[[3-(3,4-difluoro-2-isopropoxy-phenyl)-4,5-dimethyl-5-(trifluoromethyl)tetrahydrofuran-2-carbonyl]amino]pyridine-2-carboxamide